(S)-4-Cyano-N-(isoquinolin-3-yl)morpholine-2-carboxamide C(#N)N1C[C@H](OCC1)C(=O)NC=1N=CC2=CC=CC=C2C1